2-Chloro-N-[2-(4-{[(3-cyclopropyl-1,2,4-thiadiazol-5-yl)oxy]methyl}piperidin-1-yl)-2-[4-(difluoromethyl)-1,3-thiazol-5-yl]ethyl]-6-fluorobenzamid ClC1=C(C(=O)NCC(C2=C(N=CS2)C(F)F)N2CCC(CC2)COC2=NC(=NS2)C2CC2)C(=CC=C1)F